6-fluoro-4-(4-fluorophenyl)-N-(pyrrolidin-3-yl)-3,4-dihydroquinoxaline FC=1C=C2N(CCN(C2=CC1)C1CNCC1)C1=CC=C(C=C1)F